FC(C)(F)C1=NC(=CC(=N1)NC1=CC(=NC=C1OC)NC(C)=O)C=1C=NN(C1)C(C)C N-(4-((2-(1,1-difluoroethyl)-6-(1-isopropyl-1H-pyrazol-4-yl)pyrimidin-4-yl)amino)-5-methoxypyridin-2-yl)acetamide